C(=O)C1=CC=C(OC2C[C@H]3CC[C@@H](C2)N3CCC(=O)OCC)C=C1 ethyl 3-[(1R,3s,5S)-3-(4-formylphenoxy)-8-azabicyclo[3.2.1]octan-8-yl]propanoate